N-[2-(4-formylcyclohexyl)-5-methoxy-1,3-benzothiazol-6-yl]6-(trifluoromethyl)pyridine-2-Formamide C(=O)C1CCC(CC1)C=1SC2=C(N1)C=C(C(=C2)NC(=O)C2=NC(=CC=C2)C(F)(F)F)OC